(3R)-2-amino-3-methylpentanoic acid NC(C(=O)O)[C@@H](CC)C